C(N)(=O)C=1C(=NC(=NC1)N1C[C@H](CCC1)NC(OC(C)(C)C)=O)NC1=CC(=CC=C1)C(=O)N1[C@H](COC[C@H]1C)C tert-butyl ((S)-1-(5-carbamoyl-4-((3-((3S,5R)-3,5-dimethylmorpholine-4-carbonyl)phenyl)amino)pyrimidin-2-yl)piperidin-3-yl)carbamate